N-(2-(furan-2-yl)-4-((methylamino)methyl)phenyl)thiophene-3-sulfonamide O1C(=CC=C1)C1=C(C=CC(=C1)CNC)NS(=O)(=O)C1=CSC=C1